(4aR,9aR)-9a-(cyclohexylmethyl)-4a-hydroxy-2,3,4,4a,9,9a-hexahydro-1H-fluoren-1-one C1(CCCCC1)C[C@]12CC3=CC=CC=C3[C@@]2(CCCC1=O)O